NCC1=NNC(C2=CC=C(C=C12)C=1C=NN(C1C1=C(C2=C(CC3(CC3)O2)C=C1F)C#N)C([2H])([2H])[2H])=O 6-(4-(4-(aminomethyl)-1-oxo-1,2-dihydrophthalazin-6-yl)-1-(methyl-d3)-1H-pyrazol-5-yl)-5-fluoro-3H-spiro[benzofuran-2,1'-cyclopropane]-7-carbonitrile